1-(4-(4-Amino-1-isopropyl-1H-pyrazolo[3,4-d]pyrimidin-3-yl)phenyl)-3-(4-(perfluoropropan-2-yl)phenyl)urea NC1=C2C(=NC=N1)N(N=C2C2=CC=C(C=C2)NC(=O)NC2=CC=C(C=C2)C(C(F)(F)F)(C(F)(F)F)F)C(C)C